FC1=CC=C(C=C1)N1CC=2C(=NC=CC2C1=O)C1=C(C=C(C(=O)N(C)C)C=C1)OC 4-[2-(4-fluorophenyl)-1-oxo-2,3-dihydro-1H-pyrrolo[3,4-c]pyridin-4-yl]-3-methoxy-N,N-dimethylbenzamide